N1N=CN=C1S(=O)(=O)N1CCC[C@@H]1C(=O)N1CCN(CC1)C1=CC=NC2=CC(=CC=C12)F (R)-(1-((1H-1,2,4-triazol-5-yl)sulfonyl)pyrrolidin-5-yl)(4-(7-fluoroquinolin-4-yl)piperazin-1-yl)methanone